benzyl 1-(benzylsulfonyl)spiro[indoline-3,4'-piperidine]-1'-carboxylate C(C1=CC=CC=C1)S(=O)(=O)N1CC2(CCN(CC2)C(=O)OCC2=CC=CC=C2)C2=CC=CC=C12